(2S)-2-amino-4-methylsulfanyl-N-[4-[3-(4-pyridyl)phenyl]thiazol-2-yl]butanamide N[C@H](C(=O)NC=1SC=C(N1)C1=CC(=CC=C1)C1=CC=NC=C1)CCSC